N-(4-fluoro-2-methoxy-5-nitrophenyl)-4-(6-methoxy-1-methyl-1H-indol-3-yl)-5-(trifluoromethyl)pyrimidin-2-amine FC1=CC(=C(C=C1[N+](=O)[O-])NC1=NC=C(C(=N1)C1=CN(C2=CC(=CC=C12)OC)C)C(F)(F)F)OC